BrC1=C2C(=C3C=C(N=CC3=C1)Cl)N=CN2C 4-bromo-8-chloro-3-methyl-3H-imidazo[4,5-f]isoquinoline